C(C)(C)(C)OC(=O)N1CCC=2C=C(C(=NC2C1)OCC1=C(C=C(C=C1F)Cl)F)C#N 2-((4-chloro-2,6-difluorobenzyl)oxy)-3-cyano-6,8-dihydro-5H-1,7-naphthyridine-7-carboxylic acid tert-butyl ester